FC(CN1N=C(C(=C1)C)S(=O)(=O)N1N=C2C(=C1)CN(C2)C([C@@H](CO)C2=CC=CC=C2)=O)F (2R)-1-{2-[1-(2,2-difluoroethyl)-4-methylpyrazol-3-ylsulfonyl]-4H,6H-pyrrolo[3,4-c]pyrazol-5-yl}-3-hydroxy-2-phenylpropan-1-one